FC1=CC=2NC(=CC2S1)C(=O)N(C)[C@H]1COCC=2NC(C=3C=C(C=CC3C21)F)=O (R)-2-fluoro-N-(8-fluoro-6-oxo-1,4,5,6-tetrahydro-2H-pyrano[3,4-c]isoquinolin-1-yl)-N-methyl-4H-thieno[3,2-b]pyrrole-5-carboxamide